FC1=C(OC=2N=CC=NC2)C=CC(=C1)F 5-(2,4-difluorophenoxy)pyrazin